C(CCCCCCCC=CC=CC=CCCCC)(=O)OO hydroxy eleostearate